BrC1=C(C=C2C(=NC(=NC2=C1F)Cl)N1CCOCCC1)C#N 7-bromo-2-chloro-8-fluoro-4-(1,4-oxazepan-4-yl)quinazoline-6-carbonitrile